12-azatricyclo[4.4.4.03,9]tetradec-1(2),4,7-triene-10,14-dione C12=CC3C=CC(C=CC3C1=O)C(CNC2)=O